6-(3-hydroxynaphthalen-1-yl)-3-(((S)-1-methylpyrrolidin-2-yl)methoxy)-5,6,7,8-tetrahydro-2,6-naphthyridine-4-carbonitrile hydrochloride Cl.OC=1C=C(C2=CC=CC=C2C1)N1CC=2C(=C(N=CC2CC1)OC[C@H]1N(CCC1)C)C#N